C(C)(C)(C)OC(=O)NCCCC[C@@H](C(N(CCO[Si](C)(C)C(C)(C)C)CC(CNC(=O)OC(C)(C)C)O)=O)NC(OCC1C2=CC=CC=C2C=2C=CC=CC12)=O 9H-fluoren-9-ylmethyl N-[(1S)-5-(tert-butoxycarbonylamino)-1-[[3-(tert-butoxycarbonylamino)-2-hydroxy-propyl]-[2-[tertbutyl(dimethyl)silyl]oxyethyl]carbamoyl]pentyl]carbamate